C[C@@H]1/C=C/[C@@H]2[C@](O2)([C@H](C[C@H](OC(=O)[C@H]3[C@@H](O3)C[C@@H]4C[C@H]1OC(=O)C4)[C@H](C)[C@H](/C(=C/C=C/C(=C/C5=COC(=N5)C)/C)/C)OC)O)C The molecule is an macrolide antibiotic isolated from the pathogenic plant fungus Rhizopus microsporus. It also exhibits antitumour and antimitotic activity. It has a role as an antineoplastic agent, a metabolite and an antimitotic. It is a macrolide antibiotic, an epoxide and a member of 1,3-oxazoles.